(1S,2S,3R,5R)-2-fluoro-8-azabicyclo[3.2.1]octan F[C@@H]1[C@@H]2CC[C@H](CC1)N2